1-((R)-3-cyclohexyl-2-(4-(N-(spiro[3.3]heptan-2-yl)sulfamoyl)benzamido)propanoyl)-4-(5-(2-hydroxypropan-2-yl)-1H-1,2,3-triazol-1-yl)pyrrolidine-2-carboxamide C1(CCCCC1)C[C@H](C(=O)N1C(CC(C1)N1N=NC=C1C(C)(C)O)C(=O)N)NC(C1=CC=C(C=C1)S(NC1CC2(C1)CCC2)(=O)=O)=O